C(C)(C)(C)C=1C=C(C=C(C1O)N1N=C2C(=N1)C=CC(=C2)Cl)CCC(=O)OCC(CCCC)CC 2-ethylhexyl 3-[3-t-butyl-5-(5-chloro-2H-benzotriazol-2-yl)-4-hydroxyphenyl]propionate